[C]OC1=CC=CC2=CC=CC=C12 1-(lambda1-methoxy)naphthalene